7-Bromochroman-4-one oxime BrC1=CC=C2C(CCOC2=C1)=NO